FC=1C=C(C=CC1OC1=CC=NC2=CC(=C(N=C12)OCCOC)OC)NC(=O)C1=CN(C(=C(C1=O)C1=C(C=C(C=C1)F)C)C)C N-[3-fluoro-4-[[7-methoxy-6-(2-methoxyethoxy)-1,5-naphthyridin-4-yl]oxy]phenyl]-5-(4-fluoro-2-methylphenyl)-1,6-dimethyl-4-oxopyridine-3-carboxamide